C(C1=CC=CC=C1)OC(N([C@@H]1CNCCC1)C1CC1)=O (S)-cyclopropyl-(piperidin-3-yl)carbamic acid benzyl ester